FC([C@@]1(OC2=C(C1)C=C(C(=C2)N2CCOCC2)NC(=O)C=2C=NN1C2N=CC=C1)C)F N-[(2R)-2-(difluoromethyl)-2-methyl-6-morpholino-3H-benzofuran-5-yl]pyrazolo[1,5-a]pyrimidine-3-carboxamide